1-(8-ethyl-2-oxa-5,8-diazaspiro[3.4]oct-5-yl)prop-2-en-1-one C(C)N1CCN(C12COC2)C(C=C)=O